3-cyclopropyl-N-[(1S)-1-(2-pyrimidin-2-yl-1,2,4-triazol-3-yl)ethyl]-5-(trifluoromethyl)-1H-indazole-7-carboxamide C1(CC1)C1=NNC2=C(C=C(C=C12)C(F)(F)F)C(=O)N[C@@H](C)C=1N(N=CN1)C1=NC=CC=N1